C(Cl)(Cl)Cl.[Pd].[Pd] dipalladium chloroform